1,19-bis(benzyloxy)nonadecan-10-one C(C1=CC=CC=C1)OCCCCCCCCCC(CCCCCCCCCOCC1=CC=CC=C1)=O